ClC1=NC2=C(C=CC(=C2C(=C1)Cl)C1=CC=CC=2C3=CC=CC=C3NC12)Cl 1-(2,4,8-trichloroquinolin-5-yl)-9H-carbazole